COCC1(CCN(CC1)CCC=1SC=CC1)N(C(CC)=O)C1=CC=CC=C1 N-[4-(methoxymethyl)-1-[2-(2-thienyl)ethyl]-4-piperidinyl]-N-phenylpropionamide